tert-butyl (3S)-3-[(1R)-2-[[2-(cyclobutylamino)-6-[2-methoxyethyl(methyl)amino]pyridine-4-carbonyl]amino]-1-hydroxy-ethyl]-7-hydroxy-3,4-dihydro-1H-isoquinoline-2-carboxylate C1(CCC1)NC1=NC(=CC(=C1)C(=O)NC[C@@H](O)[C@H]1N(CC2=CC(=CC=C2C1)O)C(=O)OC(C)(C)C)N(C)CCOC